CCNCCCCCCNCCNCCNCCNCCCCCC(=O)[O-] 3,10,13,16,19-pentaazapentacosan-25-oate